Cl.N1CC(C1)NC(OCC1=CC=CC=C1)=O benzyl N-(azetidin-3-yl)carbamate hydrochloride